2-[6-bromo-3-(ethylsulfanyl)pyridin-2-yl]-3-methyl-6-(trifluoromethyl)-3H-imidazo[4,5-c]pyridine BrC1=CC=C(C(=N1)C1=NC2=C(C=NC(=C2)C(F)(F)F)N1C)SCC